tert-butyl 4-(1-methyl-1H-pyrazol-4-yl)-3,6-dihydropyridine-1(2H)-carboxylate CN1N=CC(=C1)C=1CCN(CC1)C(=O)OC(C)(C)C